L-Ascorbic Acid 2-Phosphate P(=O)(O)(O)OC=1C(=O)O[C@@H](C1O)[C@@H](O)CO